C(C)(=O)OC1=C(C=C(C=C1)CN1CCN(CC1)C(C1=CC=C(C=C1)NS(=O)(=O)C=1C=CC=C2C=CC=NC12)=O)OC 2-methoxy-4-((4-(4-(quinoline-8-sulfonamido)benzoyl) piperazin-1-yl)methyl)phenyl acetate